antimonous selenide [Sb+]=[Se]